C1C(CC12CCNCC2)NC=2C=CC=1N(N2)C(=CN1)C1=CC(=CC=C1)C(F)(F)F N-(7-Azaspiro[3.5]nonan-2-yl)-3-[3-(trifluoromethyl)phenyl]imidazo[1,2-b]pyridazine-6-Amine